FC(C1=CC=CC(=N1)CN)(F)F 1-[6-(trifluoro-methyl)pyridin-2-yl]methan-amine